[N+](#[C-])C1=CC=C(C=C1)O 4-Isocyanophenol